BrC1=CC=C(C=C1)C1(CCS(CC1)(=O)=O)O 4-(4-bromophenyl)-1,1-dioxo-thian-4-ol